4-(3-bromophenyl)-4-oxobutane BrC=1C=C(C=CC1)C(CCC)=O